BrC1=NN(C=2C1=NC=CC2)CCC=2N(C=CN2)C 3-bromo-1-(2-(1-methyl-1H-imidazol-2-yl)ethyl)-1H-pyrazolo[4,3-b]pyridine